FC1=CC(=NC=C1)NC(C1=CC=CC=C1)=O N-(4-fluoropyridin-2-Yl)benzamide